(2S)-2-(tert-Butoxycarbonylamino)-4-[6-[(2-chloro-3-cyano-4-pyridinyl)amino]-3-methyl-2-oxo-benzimidazol-1-yl]butanoic acid methyl ester COC([C@H](CCN1C(N(C2=C1C=C(C=C2)NC2=C(C(=NC=C2)Cl)C#N)C)=O)NC(=O)OC(C)(C)C)=O